C(CC)(=O)OCC1=C(C(=CC=C1)O)NC(=O)OC(C)(C)C (2S)-3-hydroxy-2-[(2-methylpropan-2-yl) oxycarbonylamino]Benzyl propionate